2-amino-3,5-pyridine-dicarboxylic acid NC1=NC=C(C=C1C(=O)O)C(=O)O